C(C)OC(=O)C1=CC=2CC(CCC2C=C1)=O 7-oxo-5,6,7,8-tetrahydronaphthalene-2-carboxylic acid ethyl ester